(2R,3R)-N-[(1S)-1-cyano-2-[4-(3-methyl-2-oxo-1,3-benzoxazol-5-yl)phenyl]ethyl]-2-methylpiperidine-3-carboxamide C(#N)[C@H](CC1=CC=C(C=C1)C=1C=CC2=C(N(C(O2)=O)C)C1)NC(=O)[C@H]1[C@H](NCCC1)C